C(C)(C)(C)OC(=O)N1CC2(C1)CCN(CC2)C2=NC=C(C=C2F)C=2C(=NC(=CC2)OCC2=CC=CC=C2)OCC2=CC=CC=C2 7-[5-(2,6-dibenzyloxy-3-pyridinyl)-3-fluoro-2-pyridinyl]-2,7-diazaspiro[3.5]nonane-2-carboxylic acid tert-butyl ester